5-Bromo-1-fluoro-2-isopropyl-3-methoxybenzene BrC=1C=C(C(=C(C1)F)C(C)C)OC